FC=1C(=NC=C(C1CN1CCC(CC1)C(C)(C)O)F)C=1C=C2CN(C(C2=CC1)=O)C1C(NC(CC1)=O)=O 3-(5-(3,5-difluoro-4-((4-(2-hydroxypropan-2-yl)piperidin-1-yl)methyl)pyridin-2-yl)-1-oxoisoindolin-2-yl)piperidine-2,6-dione